N-[(2-bromo-4-fluoro-phenyl)methyl]-2-chloro-N-(3,5-dimethoxyphenyl)acetamide BrC1=C(C=CC(=C1)F)CN(C(CCl)=O)C1=CC(=CC(=C1)OC)OC